CC1=CC=CC2=NC(N=C21)=O methyl-2-oxo-1,3-benzodiazol